ClC1=CC=C(C(=N1)C(=O)N)O[C@H](C)C=1C=C(C=C2C(C(=C(OC12)C1=NC=CC=C1)C)=O)C 6-Chloro-3-[(1R)-1-[3,6-dimethyl-4-oxo-2-(2-pyridyl)chromen-8-yl]ethoxy]pyridine-2-carboxamide